C(C=CCCC)=O 2-hexenal